(S)-2'-chloro-5-(2-methoxypropoxy)-6'-((pyridin-2-ylmethyl)thio)-[2,4'-bipyridine]-3',5'-dicarbonitrile ClC1=NC(=C(C(=C1C#N)C1=NC=C(C=C1)OC[C@H](C)OC)C#N)SCC1=NC=CC=C1